diphenyl-ε-caprolactone C1(=CC=CC=C1)C1(C(=O)OCCCC1)C1=CC=CC=C1